1-(4-(3,4-dichlorophenyl)-5-(isopropylthio)thiazol-2-yl)-4-(1H-imidazol-2-yl)-3-methyl-1H-pyrazole-5-carboxylic acid ClC=1C=C(C=CC1Cl)C=1N=C(SC1SC(C)C)N1N=C(C(=C1C(=O)O)C=1NC=CN1)C